N-(3-methoxy-2,3-dioxopropyl)-N,N-dimethylcyclopropylammonium bromide [Br-].COC(C(C[N+](C)(C)C1CC1)=O)=O